4-((2-(4-chlorophenyl)-4-isopropyl-3,6-dioxopiperazin-1-yl)methyl)benzonitrile ClC1=CC=C(C=C1)C1N(C(CN(C1=O)C(C)C)=O)CC1=CC=C(C#N)C=C1